3-(4-((5-fluoroindolin-2-one-3-yl)methyl)phenyl)-1H-1,2,4-triazole-3,5-diamine FC=1C=C2C(C(NC2=CC1)=O)CC1=CC=C(C=C1)C1(NNC(=N1)N)N